NC1=CC=C(C=C1)C(C(=O)O)(C)C 2-(4-aminophenyl)-2-methylpropanoic acid